N,N'-bis(p-nitrophenyl)-carbodiimide [N+](=O)([O-])C1=CC=C(C=C1)N=C=NC1=CC=C(C=C1)[N+](=O)[O-]